7-mercapto-1-methylquinolin-2(1H)-one-5-d SC=1C=C(C=2C=CC(N(C2C1)C)=O)[2H]